pregnene C[C@]12CC[C@H]3[C@H]([C@@H]1CC[C@@H]2C=C)CCC4[C@@]3(CCCC4)C